CSC1=CSC=C1 3-(methylsulfanyl)thiophene